O=S1(CCN(CC2=C1C=CC=C2)C2=NC1=CC=C(C=C1C(=C2)NCCC(=O)N)C)=O N~3~-[2-(1,1-dioxido-2,3-dihydro-1,4-benzothiazepin-4(5H)-yl)-6-methylquinolin-4-yl]-beta-alaninamide